C1(CCCC2CC(CCC12)CO)CO 6-decahydronaphthalenedimethanol